2,4,6-trifluoro-N-[6-(1-methyl-piperidin-4-ylcarbonyl)-pyridin-2-yl]-benzamide monohydrochloride Cl.FC1=C(C(=O)NC2=NC(=CC=C2)C(=O)C2CCN(CC2)C)C(=CC(=C1)F)F